C1(=C(C=CC=C1)NC1=CC2=C(SC3=C2C=CC=C3)C=C1)C1=CC=CC=C1 N-([1,1'-biphenyl]-2-yl)dibenzo[b,d]thiophen-2-amine